2,6-bis(4-amino-2-trifluoromethylphenoxy)benzene NC1=CC(=C(OC2=CC(=CC=C2)OC2=C(C=C(C=C2)N)C(F)(F)F)C=C1)C(F)(F)F